BrCC1CCCC1 (bromomethyl)-cyclopentane